FC(OC=1C=C(C=NC1)B(O)O)(F)F 5-(TRIFLUOROMETHOXY)PYRIDINE-3-BORONIC ACID